7-bromo-2-(2,5-dimethylpyrrol-1-yl)-3-methyl-imidazo[4,5-b]pyridine BrC1=C2C(=NC=C1)N(C(=N2)N2C(=CC=C2C)C)C